[Br-].N1N=NC2=CC=CC=C12 aza-indazole bromide